(3-benzhydryl-3,8-diazabicyclo[3.2.1]octan-8-yl)(pyridin-3-yl)methanone C(C1=CC=CC=C1)(C1=CC=CC=C1)N1CC2CCC(C1)N2C(=O)C=2C=NC=CC2